C1CCN(C1)C2=NC(=NC3=CC=CC=C32)C4=CC=NC=C4 The molecule is a member of the class of quinazolines that is quinazoline which is substituted at positions 2 and 4 by pyridin-4-yl and pyrrolidin-1-yl groups, respectively. It is a member of quinazolines, a member of pyrrolidines and a member of pyridines.